ONC(\C=C\C1=C(C=CC=C1)C(=O)N1CCN(CC1)CCC1=CC=CC=C1)=O (E)-N-hydroxy-3-(2-(4-phenethylpiperazine-1-carbonyl)phenyl)acrylamide